2-bromo-1-(4-(trifluoromethyl)phenyl)ethane BrCCC1=CC=C(C=C1)C(F)(F)F